C(CCC)[C@H]1N(S(C2=C(N(C1)C1=CC=CC=C1)C=C(C(=C2)OCC(C(=O)O)(C)C)SCC)(=O)=O)C (R)-3-((3-butyl-7-(ethylthio)-2-methyl-1,1-dioxido-5-phenyl-2,3,4,5-tetrahydro-1,2,5-benzothiadiazepin-8-yl)oxy)-2,2-dimethyl-propanoic acid